C1(=CC(=CC=C1)C1=NC(=NC(=C1)C1=CC(=CC=C1)Br)C=1C=NC=CC1)C1=CC=CC=C1 4-([1,1'-biphenyl]-3-yl)-6-(3-bromophenyl)-2-(pyridin-3-yl)pyrimidine